3-penten-2-ol CC(C=CC)O